4-cyano-4-[(dodecylsulfanylthiocarbonyl)-sulfanyl]-pentanoic acid C(#N)C(CCC(=O)O)(C)SC(=S)SCCCCCCCCCCCC